CS(=O)(=O)C=1C=C(C=CC1)B(O)O 3-(methylsulfonyl)phenyl-boronic acid